C(C)S(=O)(=O)C[C@@H]1[C@H](N(C1)C=1C=CC(=C2C=C(N=CC12)NC1=NC(=NC=C1)N1CC([C@H](CC1)OCCO)(F)F)C(C)C)C 2-{[(4S)-1-[4-({8-[(2R,3S)-3-[(ethanesulfonyl)methyl]-2-methylazetidin-1-yl]-5-(propan-2-yl)isoquinolin-3-yl}amino)pyrimidin-2-yl]-3,3-difluoro-piperidin-4-yl]oxy}ethan-1-ol